ClC1=C2C=NN(C2=C(C=C1)C(=O)NC1CC2(CC(C2)CC(=O)O)C1)CC1=CC=C(C=C1)C1=C(C=CC=C1)F 2-(6-(4-chloro-1-((2'-fluoro-[1,1'-biphenyl]-4-yl)methyl)-1H-indazole-7-carboxamido)spiro[3.3]heptan-2-yl)acetic acid